6-fluoro-[1,2,4]triazolo[1,5-a]pyridin-2-amine FC=1C=CC=2N(C1)N=C(N2)N